n-butyl-bis(3-hydroxypropyl)phosphine oxide C(CCC)P(CCCO)(CCCO)=O